C(C)(=O)C1=C(C=CC(=C1)[N+](=O)[O-])C=1SC(=CN1)C(=O)N (2-acetyl-4-nitrophenyl)thiazole-5-carboxamide